C1(=CC=CC=C1)C1=NC(=NC=C1)OC1CNCC1 3-((4-phenylpyrimidin-2-yl)oxy)pyrrolidin